C(CCCCC)C(C(=O)OCCC1(CCNCC1)CCOC(C(CCCCCCCC)CCCCCC)=O)CCCCCCCC piperidine-4,4-diylbis(ethane-2,1-diyl) bis(2-hexyldecanoate)